BrC=1C(=NN(C1)C)NC1=C(N=C(S1)I)C(=O)OCC Ethyl 5-((4-bromo-1-methyl-1H-pyrazol-3-yl) amino)-2-iodothiazole-4-carboxylate